CC1(OB(OC1(C)C)C1=CC=C(C=C1)N1CCN(CC1)C1=CC2=C(NC(=N2)C(C(C)O)CC)C=C1)C 3-(5-(4-(4-(4,4,5,5-tetramethyl-1,3,2-dioxaborolan-2-yl)phenyl)piperazin-1-yl)-1H-benzo[d]imidazol-2-yl)pentan-2-ol